trans-2-(3-nitrophenyl)cyclopropanecarboxylic acid [N+](=O)([O-])C=1C=C(C=CC1)[C@H]1[C@@H](C1)C(=O)O